ClC=1C=C(NC2(CCC3(C(CC4=CC=CC=C34)CCOC3=CC(=NC=C3)F)CC2)C(=O)O)C=CC1 (1r,4r)-4-(3-chloroanilino)-2'-{2-[(2-fluoropyridin-4-yl)oxy]ethyl}-2',3'-dihydrospiro[cyclohexane-1,1'-indene]-4-carboxylic acid